CC(C(=O)N1CC(C(CC1=O)C)C1=NN(C(=C1OC)OCC1=CC=C(C=C1)C(N)=N)C(=O)C1=COC=C1)(C)C 4-[({3-[1-(2,2-dimethylpropanoyl)-4-methyl-6-oxopiperidin-3-yl]-1-(furan-3-carbonyl)-4-methoxy-1H-pyrazol-5-yl}oxy)methyl]benzene-1-carboximidamide